3-ethyl-6-(hydroxymethyl)thieno[2,3-b]pyrazin-2(1H)-one C(C)C=1C(NC2=C(N1)SC(=C2)CO)=O